1-(3-dimethylaminopropyl)-3-ethyl-ethylcarbodiimide hydrochloride Cl.CN(CCCC(C)N=C=NCC)C